(R,S)-N-(3-methoxy-1-oxo-1-(4-(3-(trifluoromethyl)phenyl-4-d)piperazin-1-yl)propan-2-yl)acetamide-2,2,2-d3 COC[C@H](C(N1CCN(CC1)C1=CC(=C(C=C1)[2H])C(F)(F)F)=O)NC(C([2H])([2H])[2H])=O